C1(CC1)C(C(C)(C)O)N1C(C2=C(C(=CC=C2C1)F)C1=C(C=CC=C1)OCC(F)(F)F)=O 2-(1-cyclopropyl-2-hydroxy-2-methylpropyl)-6-fluoro-7-(2-(2,2,2-trifluoroethoxy)phenyl)isoindolin-1-one